FC(C(C)(C1=CN=C(N1)C1=C(C=CC(=C1)OC=1C(=C2C=CNC2=CC1F)S(=O)(=O)C)F)C=1C=C(C=CC1)CCC(=O)O)F 3-(3-(1,1-Difluoro-2-(2-(2-fluoro-5-((6-fluoro-4-(methylsulfonyl)-1H-indol-5-yl)oxy)phenyl)-1H-imidazol-5-yl)propan-2-yl)phenyl)propanoic acid